C1(CCCC1)NC(=O)C=1C=CC2=C(N=C(S2)C2CCNCC2)C1 N-cyclopentyl-2-(piperidin-4-yl)benzo[d]thiazole-5-carboxamide